IC1=C(C(=NC=C1)C#N)OC 4-iodo-3-methoxypicolinonitrile